[Si](C)(C)(C(C)(C)C)NS(=O)(=O)C=1SC(=C(N1)CO[Si](C)(C)C(C)(C)C)C(C)(C)O N-(tert-butyldimethylsilyl)-4-((tert-butyldimethylsilyloxy)methyl)-5-(2-hydroxypropan-2-yl)thiazole-2-sulfonamide